C(C)C(COC=1C=C(C=C(C1)OCCO)CCCCCCCC(=O)OCC(CCCC)CC)CCCC 2-ethylhexyl 8-(3-((2-ethylhexyl)oxy)-5-(2-hydroxyethoxy)phenyl)octanoate